4-[4-(1,3-benzoxazol-2-ylmethyl)piperazin-1-yl]-6-methylpyrimidine-5-carbaldehyde O1C(=NC2=C1C=CC=C2)CN2CCN(CC2)C2=NC=NC(=C2C=O)C